2-fluoro-2-oxo-1,3,2-dioxaphospholane FP1(OCCO1)=O